2-(3-(10-(naphthalen-1-yl)anthracen-9-yl)phenyl)-1-phenyl-1H-benzo[d]Imidazole C1(=CC=CC2=CC=CC=C12)C1=C2C=CC=CC2=C(C2=CC=CC=C12)C=1C=C(C=CC1)C1=NC2=C(N1C1=CC=CC=C1)C=CC=C2